CN1COC2=C1C=CC=C2 N-methylbenzoxazole